5-(((trifluoromethyl)sulfonyl)oxy)-3,6-dihydropyridine-1,4(2H)-dicarboxylic acid 1-(tert-butyl) ester 4-ethyl ester C(C)OC(=O)C=1CCN(CC1OS(=O)(=O)C(F)(F)F)C(=O)OC(C)(C)C